FC(CNC=1N=CC2=C(N1)NC=C2C2=NC=1N(C=C2)N=CC1)(C)F N-(2,2-Difluoropropyl)-5-(pyrazolo[1,5-a]pyrimidin-5-yl)-7H-pyrrolo[2,3-d]pyrimidin-2-amine